C(#N)C=1C=C(C=CC1)[C@]1(OCC1)CNC(=O)[C@@H]1[C@H](C1)CC |&1:16,17| (1SR,2SR)-N-[[(2S)-2-(3-cyanophenyl)oxetan-2-yl]methyl]-2-ethyl-cyclopropanecarboxamide